CON(C(=O)NCC1=CC=C(C=C1)C1=NOC(=N1)C(F)(F)F)C 1-methoxy-1-methyl-3-[[4-[5-(trifluoro-methyl)-1,2,4-oxadiazol-3-yl]phenyl]methyl]urea